C(CCCCCCCCCCCCC)(=O)[C@@]1([C@H](O)[C@H](O)[C@@H](CO)O1)N1C(=O)N=C(N)C=C1 myristoyl-cytidine